C(C1=CC=CC=C1)C1=C2N(C=C(N1)C1=CC(=CC=C1)O[Si](C)(C)C(C)(C)C)C(C(=N2)CC=2SC=CC2)=O 8-benzyl-6-(3-((tert-butyldimethylsilyl)oxy)phenyl)-2-(thiophen-2-ylmethyl)imidazo[1,2-a]Pyrazin-3(7H)-one